Ethyl 2,4,4,5,5-pentafluoro-3-oxopentanoate FC(C(=O)OCC)C(C(C(F)F)(F)F)=O